NC=1C(=CC(=C(C1)NC1=NC=C2C(=N1)N(C(N(C2)CC2=CC=CC=C2)=O)C)OC)N(C)CCN(C)C 7-((5-amino-4-((2-(dimethylamino)ethyl)(methyl)amino)-2-methoxyphenyl)amino)-3-benzyl-1-methyl-3,4-dihydropyrimido[4,5-d]pyrimidin-2(1H)-one